3,5-bis(pyrene-1-yl)pyridine C1(=CC=C2C=CC3=CC=CC4=CC=C1C2=C34)C=3C=NC=C(C3)C3=CC=C4C=CC2=CC=CC1=CC=C3C4=C21